NC=1C=CC(=C(C1)NC(CC1=CC=CC2=CC=CC=C12)=O)C N-(5-Amino-2-methylphenyl)-2-(naphthalen-1-yl)acetamide